ClC=1C=C2C(=CN=C(C2=CN1)OCC)[C@@](C)(CC)O (R)-2-(6-Chloro-1-ethoxy-2,7-naphthyridin-4-yl)butan-2-ol